O=C1O[C@H]([C@H]2COC3=C(N21)C=CC(=C3)S(=O)(=O)N3CCNCC3)CNC(OC(C)(C)C)=O tert-Butyl N-[[trans-1-oxo-7-piperazin-1-ylsulfonyl-3a,4-dihydro-3H-oxazolo[4,3-c][1,4]benzoxazin-3-yl]methyl]carbamate